2-(4-(4-(7H-pyrrolo[2,3-d]pyrimidin-4-yl)-1H-pyrazol-1-yl)-1-(2-cyclopropylacetyl)piperidin-4-yl)acetonitrile N1=CN=C(C2=C1NC=C2)C=2C=NN(C2)C2(CCN(CC2)C(CC2CC2)=O)CC#N